C(C=C)(=O)C1C2(N(CCC1)C1=CC=C(C=C1)C)NC1=CC=CC=C1C2 3'-acryloyl-1'-p-tolylspiro[indoline-2,2'-piperidine]